C(CCC)CC(C)C1CCCC1 α-butyl-2β-propylcyclopentane